FC1=CC=C(C=C1)C1=CC(=NS1)\C(\C)=N\OCC1=C(C=CC=C1C)\C(\C(=O)NC)=N/OC (2E)-2-[2-[[(E)-1-[5-(4-Fluorophenyl)isothiazol-3-yl]ethylideneamino]oxymethyl]-3-methyl-phenyl]-2-methoxyimino-N-methyl-acetamide